[Cl-].[Cl-].C1(C=CC=C1)[Ti+2]N(C(C)(C)C)C(C)(C)C cyclopentadienyl-(di-t-butylamino)titanium dichloride